NC=1C=C(C(=C(C1)[C@@H](C)NC1=NC(C=2C=NC(=CC21)Cl)=O)F)C(F)F (R)-1-((1-(5-amino-3-(difluoromethyl)-2-fluorophenyl)ethyl)amino)-6-chloro-3H-pyrrolo[3,4-c]pyridin-3-one